N-[2-[4-[5-(trifluoromethyl)-1,2,4-oxadiazol-3-yl]phenyl]ethyl]propan-2-amine FC(C1=NC(=NO1)C1=CC=C(C=C1)CCNC(C)C)(F)F